NC=1C2=C(N=CN1)N(C=C2CCCCBr)[C@@H]2C[C@@H]([C@@H]1[C@H]2OC(O1)(C)C)CNC([O-])=O N-{[(3aR,4R,6R,6aS)-6-[4-amino-5-(4-bromobutyl)pyrrolo[2,3-d]pyrimidin-7-yl]-2,2-dimethyl-tetrahydro-3aH-cyclopenta[d][1,3]dioxol-4-yl]methyl}carbamate